ClCC1=NC2=C(N1C[C@H]1OCC1)C=C(C=C2OC(C)C)C(=O)OC(C)C isopropyl (S)-2-(chloromethyl)-4-isopropoxy-1-((oxetan-2-yl) methyl)-1H-benzo[d]imidazole-6-carboxylate